FC1=C(C(=O)O)C=CC(=C1)C1=NSC(N1)=O 2-fluoro-4-(5-oxo-4,5-dihydro-1,2,4-thiadiazol-3-yl)benzoic acid